Tert-butyl N-[3-[[4-bromo-3-(1,3-dioxolan-2-yl)-2-fluoro-phenoxy]methyl]phenyl]carbamate BrC1=C(C(=C(OCC=2C=C(C=CC2)NC(OC(C)(C)C)=O)C=C1)F)C1OCCO1